BrC1=CC2=CN(N=C2C=C1OCC)C 5-bromo-6-ethoxy-2-methyl-2H-indazole